FC1=C(C=C(C=C1F)F)C1=CC=C(N=N1)NC1C[C@@H]2[C@@H](CN(C2)CC2CCS(CC2)(=O)=O)C1 4-(((3aR,5s,6aS)-5-((6-(2,3,5-trifluorophenyl)pyridazin-3-yl)amino)hexahydrocyclopenta[c]pyrrol-2(1H)-yl)methyl)tetrahydro-2H-thiopyran 1,1-dioxide